(S)-7-(1-Cyclopropylethoxy)-2-(1-methyl-2-oxabicyclo[2.1.1]hex-4-yl)-N-(6-methylpyrazolo[1,5-a]pyrimidin-3-yl)imidazo[1,2-a]pyridine-6-carboxamide C1(CC1)[C@H](C)OC1=CC=2N(C=C1C(=O)NC=1C=NN3C1N=CC(=C3)C)C=C(N2)C23COC(C2)(C3)C